FC(C1=C(C(=NC(=N1)N1[C@H]([C@@H](C1)O)C)C=1C=NN(C1)C1CN(C1)C)C)F (2S,3R)-1-{6-(difluoromethyl)-5-methyl-4-[1-(1-methyl-3-azetidinyl)-4-pyrazolyl]-2-pyrimidinyl}-2-methyl-3-azetidinol